C[C@H](CCCCCCCCCCCC[C@H](CC(=O)O)O)O The molecule is an (omega-1)-hydroxy fatty acid that is (16R)-16-hydroxymargaric acid ((16R)-16-hydroxyheptadecanoic acid) in which the 3-pro-R hydrogen is replaced by a hydroxy group. It is an (omega-1)-hydroxy fatty acid, a 3-hydroxy carboxylic acid, a dihydroxy monocarboxylic acid and a long-chain fatty acid. It derives from a (16R)-16-hydroxymargaric acid.